CC(=C)C(=O)N methylacrylic amide